(4-(3-hydroxyoxetan-3-yl)phenyl)(4-((5-(methylthio)pyrimidin-2-yl)amino)piperidin-1-yl)methanone OC1(COC1)C1=CC=C(C=C1)C(=O)N1CCC(CC1)NC1=NC=C(C=N1)SC